N,N-bis(2-hydroxybutyl)-2-aminoethanol OC(CN(CCO)CC(CC)O)CC